C(C)(C)(C)[C@H](NC(OC(C)(C)C)=O)C(N[C@H](C(N[C@H](C(=O)OC)C[C@H]1C(NC(C1)(C)C)=O)=O)CC1CC1)=O (6S,9S,12S)-methyl 6-(tert-butyl)-9-(cyclopropylmethyl)-12-(((R)-5,5-dimethyl-2-oxopyrrolidin-3-yl)methyl)-2,2-dimethyl-4,7,10-trioxo-3-oxa-5,8,11-triazatridecan-13-oate